hydroxypropyl-methacrylate OCCCOC(C(=C)C)=O